3-(3-(4-hydroxy-1-methyl-2-oxo-1,2-dihydropyridin-3-yl)ureido)propanoic acid OC1=C(C(N(C=C1)C)=O)NC(NCCC(=O)O)=O